FC=1C=CC(=NC1C(F)(F)F)C=O 5-fluoro-6-(trifluoromethyl)picolinealdehyde